N1=C(C=CC2=CC=C3C=CC(=NC3=C12)C=O)C=O phenanthroline-2,9-diformaldehyde